tert-butyl ((3R,4S,6S)-6-((S)-1-(4-fluorophenyl)-1,2,3,4-tetrahydroisoquinoline-2-carbonyl)-4-hydroxytetrahydro-2H-pyran-3-yl)carbamate FC1=CC=C(C=C1)[C@@H]1N(CCC2=CC=CC=C12)C(=O)[C@@H]1C[C@@H]([C@@H](CO1)NC(OC(C)(C)C)=O)O